(1s,3s)-3-fluoro-1-(3-fluoropyridin-2-yl)cyclobutane-1-carbonitrile FC1CC(C1)(C#N)C1=NC=CC=C1F